N-isocyano-1,1,1-triphenyl-λ5-phosphanimine [N+](#[C-])N=P(C1=CC=CC=C1)(C1=CC=CC=C1)C1=CC=CC=C1